tetra(4-carboxyphenyl)porphyrin C(=O)(O)C1=CC=C(C=C1)C1=C2C=CC(C(=C3C=CC(=C(C=4C=CC(=C(C5=CC=C1N5)C5=CC=C(C=C5)C(=O)O)N4)C4=CC=C(C=C4)C(=O)O)N3)C3=CC=C(C=C3)C(=O)O)=N2